ClC1=NC=C(C(=C1)NCC(COC1=C(C=NN1C)C1=NC=CC(=N1)N)(C)C)C1=NN(C=C1)C(F)F 2-(5-(3-((2-Chloro-5-(1-(difluoromethyl)-1H-pyrazol-3-yl)pyridin-4-yl)amino)-2,2-dimethylpropoxy)-1-methyl-1H-pyrazol-4-yl)pyrimidin-4-amine